tert-butyl (S)-3-methyl-6-(1'-(methyl-d3)-3H-spiro[benzofuran-2,4'-piperidin]-5-yl)-3,4-dihydropyridine-1(2H)-carboxylate C[C@@H]1CN(C(=CC1)C=1C=CC2=C(CC3(CCN(CC3)C([2H])([2H])[2H])O2)C1)C(=O)OC(C)(C)C